BrC1=CC=C(C(=N1)C=O)O[Si](C)(C)C(C)(C)C 6-bromo-3-((tert-butyldimethylsilyl)oxy)pyridinecarboxaldehyde